pyrrolidine-2-carboxylate N1C(CCC1)C(=O)[O-]